FC1=C(C=C(C=C1)N1C(C2=CC=CC(=C2C1)C(F)(F)F)=O)C(CC1=NN=CN1C)C 2-[4-fluoro-3-[1-methyl-2-(4-methyl-1,2,4-triazol-3-yl)ethyl]phenyl]-4-(trifluoromethyl)isoindolin-1-one